(R)-3-(5-(difluoromethoxy)pyridin-3-yl)-1-isopropyl-N-(4-methyl-1,1-dioxidotetrahydro-2H-thiopyran-4-yl)-4,5,6,7-tetrahydro-1H-indazole-6-carboxamide FC(OC=1C=C(C=NC1)C1=NN(C=2C[C@@H](CCC12)C(=O)NC1(CCS(CC1)(=O)=O)C)C(C)C)F